C1(CCCCC1)C1(CC1)NC(=O)C1=NC(=CC=C1OC)NC1=CC(=NC(=C1)F)F N-(1-cyclohexylcyclopropyl)-6-[(2,6-difluoro-4-pyridyl)amino]-3-methoxy-pyridine-2-carboxamide